Tert-butyl 4-(N-((7-(5-(difluoromethyl)-1,3,4-oxadiazol-2-yl)imidazo[1,2-a]pyridin-2-yl)methyl)-N-phenylsulfamoyl)piperidine-1-carboxylate FC(C1=NN=C(O1)C1=CC=2N(C=C1)C=C(N2)CN(S(=O)(=O)C2CCN(CC2)C(=O)OC(C)(C)C)C2=CC=CC=C2)F